BrC1=CC=CC2=C1N(C=N2)CCCN(C(OC(C)(C)C)=O)CCO tert-butyl N-[3-(7-bromobenzimidazol-1-yl)propyl]-N-(2-hydroxyethyl)carbamate